C(=O)(O)CCC([C@](N([2H])[2H])(C(=O)O)[2H])(CCCN)[2H] carboxyethyl-lysine-d4